2-cyanopropan-2-ol dithiobenzoate C(C1=CC=CC=C1)(=S)OC(C)(C)C#N